ONC(\C=C\C1=C(C=CC=C1)N1CCN(CC1)C(=O)C1(CC1)C1=NC=CN=C1)=O (2E)-N-hydroxy-3-(2-{4-[1-(pyrazin-2-yl)-cyclopropanecarbonyl]piperazin-1-yl}phenyl)prop-2-enamide